4,4-difluorocyclohexanecarboxylic acid ethyl ester C(C)OC(=O)C1CCC(CC1)(F)F